((S)-1-(2-(6-((cis)-2,6-dimethylmorpholino)pyridin-2-yl)-1,6-naphthyridin-7-yl)ethyl)-1-(methylsulfonyl)indoline-6-carboxamide C[C@@H]1O[C@@H](CN(C1)C1=CC=CC(=N1)C1=NC2=CC(=NC=C2C=C1)[C@@H](C)C1N(C2=CC(=CC=C2C1)C(=O)N)S(=O)(=O)C)C